The molecule is a hydrochloride obtained by reaction of oxycodone with one molar equivalent of hydrochloric acid. It is a moderately potent opioid analgesic, generally used for relief of moderate to severe pain. It has a role as a mu-opioid receptor agonist, an antitussive and an opioid analgesic. It contains an oxycodone(1+). CN1CC[C@]23[C@@H]4C(=O)CC[C@]2([C@H]1CC5=C3C(=C(C=C5)OC)O4)O.Cl